C(C)C1(CC1)C#CC1OC(ON(O1)N[C@@H](C(F)(F)F)C)N[C@@H](C(F)(F)F)C 6-((1-Ethylcyclopropyl)ethynyl)-N2,N4-bis((R)-1,1,1-trifluoroprop-2-yl)-1,3,5-trioxazine-2,4-diamine